C(=O)[O-].[NH4+] ammonium methanoate